8-Chloro-2-[1-[(3-methoxycyclobutyl)methyl]pyrazol-4-yl]-7-[(2-methyl-3H-benzimidazol-5-yl)oxy]quinoxaline ClC=1C(=CC=C2N=CC(=NC12)C=1C=NN(C1)CC1CC(C1)OC)OC1=CC2=C(N=C(N2)C)C=C1